8-nitroindolo[2,1-b]quinazoline-6,12-dione [N+](=O)([O-])C=1C=C2C(C3=NC4=CC=CC=C4C(N3C2=CC1)=O)=O